magnesium oxide, rubidium salt [Rb+].[O-2].[Mg+2]